FC1=CC2=C(OCOC2)C(=C1)C(=O)O 6-fluoro-4H-1,3-benzodioxine-8-carboxylic acid